3-(tert-butyl)-N-(2-cyclopropyl-4-(6-morpholinopyrrolo[2,1-f][1,2,4]triazin-4-yl)benzyl)-1,2,4-oxadiazole-5-carboxamide C(C)(C)(C)C1=NOC(=N1)C(=O)NCC1=C(C=C(C=C1)C1=NC=NN2C1=CC(=C2)N2CCOCC2)C2CC2